dibutyltin bis(2-ethylhexylmercaptoacetate) C(C)C(CSCC(=O)[O-])CCCC.C(C)C(CSCC(=O)[O-])CCCC.C(CCC)[Sn+2]CCCC